5-chloro-N-({(5S)-2-oxo-3-[4-(5,6-dihydro-4H-[1,2,4]triazin-1-yl)phenyl]-1,3-oxazolidin-5-yl}methyl)thiophene-2-carboxamide mesylate salt S(C)(=O)(=O)O.ClC1=CC=C(S1)C(=O)NC[C@H]1CN(C(O1)=O)C1=CC=C(C=C1)N1N=CNCC1